Cl.FC1=CSC2=C1CCC(C2)(N)C 3-fluoro-6-methyl-5,7-dihydro-4H-benzothiophen-6-amine hydrochloride